C(C=C)N1N(C2=NC(=CC=C2C1=O)NC1=NC=C(C(=C1)N[C@H](CO)C1=CC=CC=C1)C1=NC(=NO1)C)C(C)C (S)-2-allyl-6-((4-((2-hydroxy-1-phenylethyl)amino)-5-(3-methyl-1,2,4-oxadiazol-5-yl)pyridin-2-yl)amino)-1-isopropyl-1,2-dihydro-3H-pyrazolo[3,4-b]pyridin-3-one